1-[2-(2-cyclopropoxy-4-fluorobenzoyl)-2-azaspiro[3.3]heptan-6-yl]-3-[2-(trifluoromethyl)phenyl]-4,5-dihydro-1H-pyrazol-5-one C1(CC1)OC1=C(C(=O)N2CC3(C2)CC(C3)N3N=C(CC3=O)C3=C(C=CC=C3)C(F)(F)F)C=CC(=C1)F